FC1=C(C=C(C=C1)C(NCCN1C[C@@H](CC1)OC)=O)NC(=O)C=1C=C2C(=NC1)NC(=C2)C=2C=NN(C2)C (R)-N-(2-fluoro-5-((2-(3-methoxypyrrolidin-1-yl)ethyl)carbamoyl)phenyl)-2-(1-methyl-1H-pyrazol-4-yl)-1H-pyrrolo[2,3-b]pyridine-5-carboxamide